NC1=CC=C(CCN2[C@@H](O[C@H](C2=O)C)C=2C(=NN(C2)C2=CC=C(C=C2)Br)C2=CNC=C2)C=C1 (2S,5S)-3-(4-aminophenethyl)-2-(1-(4-bromophenyl)-3-(1H-pyrrol-3-yl)-1H-pyrazole-4-yl)-5-methyloxazolidin-4-one